C(CC(C)C)OC=1C(=C(C(=CC1)C)C1=NC(=NC(=C1)OC1=CC=C(C=C1)N1CCN(CC1)C)NS(=O)(=O)C=1C=NN(C1)C)C N-[4-(3-isopentyloxy-2,6-dimethyl-phenyl)-6-[4-(4-methylpiperazin-1-yl)phenoxy]pyrimidin-2-yl]-1-methyl-pyrazole-4-sulfonamide